(6-(4-cyclohexylphenoxy)pyridin-3-yl)(morpholino)methanone C1(CCCCC1)C1=CC=C(OC2=CC=C(C=N2)C(=O)N2CCOCC2)C=C1